NC1=NC=CC(=N1)C1=C(N=C(S1)C1CCN(CC1)C(CN1CCN(CC1)C=1C=C2C(N(C(C2=CC1)=O)C1C(NC(CC1)=O)=O)=O)=O)C=1C(=C(C=CC1)C(CC)S(=O)(=O)N)F (3-(5-(2-aminopyrimidin-4-yl)-2-(1-(2-(4-(2-(2,6-dioxopiperidin-3-yl)-1,3-dioxoisoindolin-5-yl)piperazin-1-yl)acetyl)piperidin-4-yl)thiazol-4-yl)-2-fluorophenyl)propane-1-sulfonamide